C(C)(C)OC=1C=C(C=CC1OC)C=1C=C(C=NC1)C=1CB(OC1)O 4-(5-(3-isopropoxy-4-methoxyphenyl)pyridin-3-yl)-1,2-oxaborole-2-ol